C1(=CC=CC=C1)C=1N=C(NC1)C1N(CCCC1)C=O (2-(4-phenyl-1H-imidazol-2-yl)piperidin-1-yl)methanone